C1(O)=C(O)C(=CC=C1)C1=CC(=CC=C1C=O)C=O Catechol-Terephthalaldehyd